C(C)(C)(C)OC(=O)N1C[C@@H](N(CC1)C=1C2=C(N(C(N1)=O)C=1C(=NC=CC1C)C(C)C)N=C(C(=C2)F)C2=C(C=CC=C2O)F)C (3S)-4-(6-fluoro-7-(2-fluoro-6-hydroxyphenyl)-1-(2-isopropyl-4-methylpyridin-3-yl)-2-oxo-1,2-dihydropyrido[2,3-d]pyrimidin-4-yl)-3-methylpiperazine-1-carboxylic acid tert-butyl ester